(2Z)-6-[(2,6-difluorobenzyl)oxy]-2-[(1-methyl-1H-indol-3-yl)methylene]-1-benzofuran-3(2H)-one FC1=C(COC2=CC3=C(C(/C(/O3)=C/C3=CN(C4=CC=CC=C34)C)=O)C=C2)C(=CC=C1)F